4-(((2-(4-Chlorophenyl)thiazol-5-yl)methyl)amino)-2-(2,6-Dioxopiperidin-3-yl)isoindolin-1,3-dione ClC1=CC=C(C=C1)C=1SC(=CN1)CNC1=C2C(N(C(C2=CC=C1)=O)C1C(NC(CC1)=O)=O)=O